C1(=CC=CC=C1)C#CC(=O)C=1SC=CC1 3-phenyl-1-(thiophen-2-yl)prop-2-yn-1-one